FC=1C(=CC=C2C(CCOC12)N)OC1=CC=C(C=C1)C(F)(F)F 8-fluoro-7-{4-(trifluoromethyl)phenoxy}chroman-4-amine